O1CC(C1)CN(C(=O)C=1C=C2C=CC=NC2=CC1)C1COC2=C1C=CC(=C2)C(F)(F)F N-(oxetan-3-ylmethyl)-N-(6-(trifluoromethyl)-2,3-dihydrobenzofuran-3-yl)quinoline-6-carboxamide